BrCC(C(=O)O)(CCCC)CCCC (bromomethyl)-2-butylhexanoic acid